4-((1-(4-chlorophenyl)piperidin-3-yl)methoxy)-2-cyclopropylpyrimidine-5-carbonitrile ClC1=CC=C(C=C1)N1CC(CCC1)COC1=NC(=NC=C1C#N)C1CC1